1-(2-fluorophenyl)-N-(2-methoxy-3-{[2-(pyrrolidin-1-yl)ethoxy]methyl}-6H,7H,8H,9H,10H-cyclohepta[b]1,5-naphthyridin-11-yl)piperidin-4-amine FC1=C(C=CC=C1)N1CCC(CC1)NC1=C2C(=NC3=CC(=C(N=C13)OC)COCCN1CCCC1)CCCCC2